C(C)N([C@H]1[C@@H](CC(C1)(C)C)OC=1C=C2CN(C(C2=CC1)=O)C1C(NC(CC1)=O)=O)CC 3-(5-(((1R,2R)-2-(diethylamino)-4,4-dimethylcyclopentyl)oxy)-1-oxoisoindolin-2-yl)piperidine-2,6-dione